2-Bromo-1-((2aR,4R,6aS,6bR,8aS,8bS,9aR,10aS,10bR)-4-hydroxy-4,8a-dimethylhexadecahydro-8bH-naphtho[2',1':4,5]indeno[1,2-b]oxiren-8b-yl)ethan-1-one BrCC(=O)[C@]12[C@]3(CC4[C@H](O4)[C@H]3CCC1C1[C@](CCC[C@H]1CC2)(C)O)C